COC(=O)[C@@H]1C=CC2=CC(=CC(N12)=O)O (3S)-7-hydroxy-5-oxoindolizine-3-carboxylic acid methyl ester